(R)-2-(methylsulfanyl)propionic acid CS[C@@H](C(=O)O)C